NCCCN1C(N(C2=C1C(=CC=C2)C=2C=C(O[C@H]1C[C@H](N(C1)C(=O)OC(C)(C)C)C(=O)OC)C=CC2)CC2=CC=C(C=C2)OC)=O O1-tert-butyl O2-methyl (2S,4S)-4-[3-[3-(3-aminopropyl)-1-[(4-methoxyphenyl)methyl]-2-oxo-benzimidazol-4-yl]phenoxy]pyrrolidine-1,2-dicarboxylate